2-(2-Cyclopropyl-8-isopropyl-5-oxo-pyrido[2,3-d]pyridazin-6-yl)-N-(2-oxaspiro[3.3]heptan-6-yl)acetamide C1(CC1)C=1C=CC2=C(C(=NN(C2=O)CC(=O)NC2CC3(COC3)C2)C(C)C)N1